2-(3-Fluorobicyclo[1.1.1]pent-1-yl)-1-methyl-1H-imidazo[4,5-c]pyridin-7-amine FC12CC(C1)(C2)C=2N(C1=C(C=NC=C1N)N2)C